2-[(2's,4r)-2'-fluoro-1-oxo-6-(trifluoromethyl)spiro[3H-isoquinolin-4,1'-cyclopropan]-2-yl]acetic acid F[C@@H]1[C@@]2(C1)CN(C(C1=CC=C(C=C12)C(F)(F)F)=O)CC(=O)O